N1-(7-Chloroquinolin-4-yl)-N1-((3-methyloxetan-3-yl)methyl)pentane-1,4-diamine ClC1=CC=C2C(=CC=NC2=C1)N(CCCC(C)N)CC1(COC1)C